CC1(OC(OC1(C)C)C1=CCN(CC1)C(=O)OC(C)(C)C)C tert-butyl 4-(4,4,5,5-tetramethyl-1,3-dioxolan-2-yl)-5,6-dihydropyridine-1(2H)-carboxylate